C(C)(C)C=1C(=NNC1C=1C=C(C=2N(C1)N=CN2)C)C(=O)NC2CCC(CC2)NCCCC(F)(F)F 4-isopropyl-5-(8-methyl-[1,2,4]triazolo[1,5-a]pyridin-6-yl)-N-((1s,4s)-4-((4,4,4-trifluorobutyl)amino)cyclohexyl)-1H-pyrazole-3-carboxamide